C1(=NC=CC2=CC=CC=C12)C1=C(C=CC2=CC=CC=C12)O 1-(1-Isoquinolinyl)-2-naphthalenol